OCC(CO)(C)NC(=O)C1=C(OC2=C1C=C(C(=C2)F)C2=CC=NN2C2=CC=CC=C2)C N-(1,3-dihydroxy-2-methylpropan-2-yl)-6-fluoro-2-methyl-5-(1-phenyl-1H-pyrazol-5-yl)benzofuran-3-carboxamide